2-(2,6-dioxopiperidin-3-yl)-5-((3-(3-(4-(pyridin-2-yl)piperazin-1-yl)azetidin-1-yl)propyl)amino)isoindoline-1,3-dione O=C1NC(CCC1N1C(C2=CC=C(C=C2C1=O)NCCCN1CC(C1)N1CCN(CC1)C1=NC=CC=C1)=O)=O